FC=1C=C2C(N(NC(C2=CC1F)=O)C)=O 6,7-difluoro-3-methyl-2H-phthalazine-1,4-dione